CN(C1C(CC(CC1)NC=1N=CC2=C(N1)N(C(C(=C2)C2=CC(=C(C(=C2)F)NS(=O)(=O)CCC(F)(F)F)F)=O)C(C)C)F)C N-(4-(2-((4-(dimethyl-amino)-3-fluorocyclohexyl)amino)-8-isopropyl-7-oxo-7,8-dihydropyrido[2,3-d]-pyrimidin-6-yl)-2,6-difluorophenyl)-3,3,3-trifluoropropane-1-sulfonamide